4,4'-Diisocyanato-2,2',5,5-tetra-methyl-1,1'-bi(cyclohexyl) N(=C=O)C1CC(C(CC1(C)C)C1C(CC(CC1)N=C=O)C)C